2-(3-acetyl-5-(2-fluoropyridin-4-yl)-1H-indol-1-yl)-N-(2-((3-chloro-2-fluorobenzyl)amino)-2-oxoethyl)-N-isopropylacetamide C(C)(=O)C1=CN(C2=CC=C(C=C12)C1=CC(=NC=C1)F)CC(=O)N(C(C)C)CC(=O)NCC1=C(C(=CC=C1)Cl)F